Guanidine hemisulfate S(=O)(=O)(O)O.NC(=N)N.NC(=N)N